ClC=1C=C(CC=2C=CC3=C(NC4=CC=CC=C34)N2)C=CC1 (3-chlorobenzyl)-9H-pyrido[2,3-b]indole